FC[C@H](C(=O)N1CC2(CC2)C[C@H]1C(=O)N[C@@H](C[C@H]1C(NCC1)=O)C(COC(F)(F)F)=O)O (S)-5-((S)-3-fluoro-2-hydroxypropanoyl)-N-((S)-3-oxo-1-((S)-2-oxopyrrolidin-3-yl)-4-(trifluoromethoxy)butan-2-yl)-5-azaspiro[2.4]heptane-6-carboxamide